8-(2-(Difluoromethyl)-6-((2R,3R)-2-methyl-3-(piperazin-1-yl)azetidin-1-yl)pyrimidin-4-yl)-4-methyl-1-oxa-8-azaspiro[4.5]dec-3-ene FC(C1=NC(=CC(=N1)N1CCC2(C(=CCO2)C)CC1)N1[C@@H]([C@@H](C1)N1CCNCC1)C)F